FC=1C=2N(C=C(C1)C1=CNC=3N=CN=C(C31)N[C@@H]3CC[C@H](CC3)N3CCOCC3)C(=CN2)CO (8-fluoro-6-(4-((trans-4-morpholinocyclohexyl)amino)-7H-pyrrolo[2,3-d]pyrimidin-5-yl)imidazo[1,2-a]pyridin-3-yl)methanol